rac-tert-butyl 1-hydroxy-8-azaspiro[4.5]dec-2-ene-8-carboxylate O[C@@H]1C=CCC12CCN(CC2)C(=O)OC(C)(C)C |r|